C(C1=CC=CC=C1)N(C(=O)OC)C(C(=O)[O-])C(CC)C (benzyl(methoxycarbonyl)amino)-3-methylpentanoate